C(C)OC1=NC=CC=C1C=1C=C(C=2N(N1)C(=NC2C(C)C)C)NCC2=CC=CC=1N2C=NC1 (2-ethoxy-3-pyridyl)-N-(imidazo[1,5-a]pyridin-5-ylmethyl)-5-isopropyl-7-methyl-imidazo[1,5-b]pyridazin-4-amine